Br\C(\C(=O)O)=C(/C=O)\Br (E)-2,3-dibromo-4-oxobutan-2-enoic acid